O=C1NC(CCC1N1C(C=2C=CC=C(C2C1=O)OCC(=O)NCCC(=O)O)=O)=O 3-(2-(2-(2,6-dioxopiperidin-3-yl)-1,3-dioxoisoindoline-4-oxy)acetamido)propionic acid